3-chloro-5-fluoro-4-([[3-methyl-1-(oxan-2-yl)pyrazolo[3,4-b]pyridin-5-yl]oxymethyl]pyridin-2-yl)-5-fluoro-2-methoxypyridine-3-sulfonamide ClC1(C(N=CC(C1C1=NC=CC=C1COC=1C=C2C(=NC1)N(N=C2C)C2OCCCC2)(F)F)OC)S(=O)(=O)N